C(C#CCCCCCCC)=O 2-DECYNAL